O(CC(=O)N(CCCCCCCC)CCC)CC(=O)N(CCC)CCCCCCCC 2,2'-oxybis(N-octyl-N-propylacetamide)